N-{8-fluoro-2-methylimidazo[1,2-a]pyridin-6-yl}-2-isopropyl-4-(piperazin-1-yl)indazole-7-carboxamide FC=1C=2N(C=C(C1)NC(=O)C1=CC=C(C3=CN(N=C13)C(C)C)N1CCNCC1)C=C(N2)C